4-(4-chlorophenyl)-5-(2,6-difluorophenyl)-3,6-dimethyl-oxazine ClC1=CC=C(C=C1)C1=C(NOC(=C1C1=C(C=CC=C1F)F)C)C